C(C)(=O)OCC1=CC=C(C=C1)N1C(=NC=2C1=NC(=CC2)Cl)C=2C=NC=CC2 4-(5-chloro-2-(pyridin-3-yl)-3H-imidazo[4,5-b]pyridin-3-yl)benzyl acetate